7-Chloro-8-methyl-5-(o-tolyl)imidazo[1,2-a]quinoxalin-4(5H)-one ClC=1C=C2N(C(C=3N(C2=CC1C)C=CN3)=O)C3=C(C=CC=C3)C